2-FLUOROPROPIONIC ACID FC(C(=O)O)C